(S)-6-((benzo[d]thiazol-7-yl(1-cyclopropyl-1H-1,2,3-triazol-4-yl)methyl)amino)-8-bromo-4-(neopentylamino)quinoline-3-carbonitrile S1C=NC2=C1C(=CC=C2)[C@@H](C=2N=NN(C2)C2CC2)NC=2C=C1C(=C(C=NC1=C(C2)Br)C#N)NCC(C)(C)C